COC1=CC=C(C=C1)SCCCN 3-((4-Methoxyphenyl)thio)propan-1-amine